N12CCN(C(CC1)C2)C2=CC(=C(C=C2)NC2=NC=C(C(=N2)NCCCN2C(CCC2)=O)C(F)(F)F)CC 1-(3-((2-((4-(1,4-diazabicyclo[3.2.1]octan-4-yl)-2-ethylphenyl)amino)-5-(trifluoromethyl)pyrimidin-4-yl)amino)propyl)pyrrolidin-2-one